3-(5-((4-(4-amino-3-methoxybenzoyl)piperazin-1-yl)methyl)-1-oxoisoindolin-2-yl)piperidine-2,6-dione NC1=C(C=C(C(=O)N2CCN(CC2)CC=2C=C3CN(C(C3=CC2)=O)C2C(NC(CC2)=O)=O)C=C1)OC